COC=1C=C(C=CC1)N1CC2(CC1)CCNCC2 2-(3-Methoxyphenyl)-2,8-diazaspiro[4.5]decane